scandium germanium rhodium [Rh].[Ge].[Sc]